(R)-3-bromo-2-hydroxy-2-methylpropanoyl chloride BrC[C@](C(=O)Cl)(C)O